(3-(diethylamino)propyl)-2-(2-fluoro-4-formylphenyl)benzo[d]imidazo[2,1-b]thiazole-7-carboxamide C(C)N(CCCC1=C(N=C2SC3=C(N21)C=CC(=C3)C(=O)N)C3=C(C=C(C=C3)C=O)F)CC